tetraglycerine dierucate C(CCCCCCCCCCC\C=C/CCCCCCCC)(=O)O.C(CCCCCCCCCCC\C=C/CCCCCCCC)(=O)O.OCC(O)CO.OCC(O)CO.OCC(O)CO.OCC(O)CO